4-((2S,5R)-5-Ethyl-2-methyl-4-(1-(4-(trifluoromethyl)phenyl)ethyl)piperazin-1-yl)-1-(methyl-d3)-2-oxo-1,2-dihydropyrido[3,2-d]pyrimidine-6-carbonitrile C(C)[C@H]1N(C[C@@H](N(C1)C=1C2=C(N(C(N1)=O)C([2H])([2H])[2H])C=CC(=N2)C#N)C)C(C)C2=CC=C(C=C2)C(F)(F)F